C(C)(C)C1=NC=C(C=C1OC)\C=C\C1=C(C=C(C=C1F)F)F 2-isopropyl-3-methoxy-5-[(E)-2-(2,4,6-trifluorophenyl)vinyl]pyridine